tert-butyl ((5-(benzyloxy)-1-(1,8-difluoroindeno[1,2-a]inden-4b(9H)-yl)-3-methyl-4,6-dioxo-2,3,4,6-tetrahydro-1H-pyrido[2,1-f][1,2,4]triazin-2-yl)methyl)carbamate C(C1=CC=CC=C1)OC=1C(C=CN2N(C(N(C(C21)=O)C)CNC(OC(C)(C)C)=O)C21C(=CC3=C(C=CC=C23)F)CC=2C(=CC=CC21)F)=O